1-azido-14-{4-[chloro(4-chlorophenyl)methyl]phenoxy}-3,6,9,12-tetraoxatetradecane N(=[N+]=[N-])CCOCCOCCOCCOCCOC1=CC=C(C=C1)C(C1=CC=C(C=C1)Cl)Cl